manganese-aluminum magnesium [Mg].[Al].[Mn]